C1(CC1)N1N=CC(=C1)C1=CC(=NC(=C1)C)N 4-(1-Cyclopropyl-1H-pyrazol-4-yl)-6-methylpyridin-2-amine